6-Amino-2,2-difluoro-N-(1-(trifluoromethyl)-2-oxabicyclo[2.2.2]octan-4-yl)benzo[d][1,3]dioxole-5-carboxamide NC=1C(=CC2=C(OC(O2)(F)F)C1)C(=O)NC12COC(CC1)(CC2)C(F)(F)F